Natrium (S)-3-(3',6-Dimethoxybiphenyl-3-yl)-3-(3-(1-methyl-4-oxido-2-oxo-1,2-dihydropyridin-3-yl)ureido)propanoat COC=1C=C(C=CC1)C1=CC(=CC=C1OC)[C@H](CC(=O)[O-])NC(=O)NC=1C(N(C=CC1[O-])C)=O.[Na+].[Na+]